(2R,3R)-3-amino-2-(2-chlorobenzyl)-2-methylcyclopentan-1-one hydrochloride Cl.N[C@H]1[C@@](C(CC1)=O)(C)CC1=C(C=CC=C1)Cl